NC1=C(C=NC=N1)C1=C(C=C(C(=C1)F)OCC1=CC=CC=C1)F 6-amino-5-(4-(benzyloxy)-2,5-difluorophenyl)pyrimidin